ClC(=O)OC1C[C@@H](CCC1C(C)C)C (1R)-menthyl chloroformate